β-D-Mannopyranuronosyl-(1→4)-β-D-glucopyranosyl-(1→4)-D-galactose [C@@H]1([C@@H](O)[C@@H](O)[C@H](O)[C@H](O1)C(=O)O)O[C@H]1[C@@H]([C@H]([C@@H](O[C@@H]1CO)O[C@H]([C@@H]([C@H](C=O)O)O)[C@H](O)CO)O)O